3-hexyl-1-undecanol C(CCCCC)C(CCO)CCCCCCCC